5-[6-amino-1-[(3-methyl-4-nitro-phenyl)methyl]pyrazolo[3,4-d]pyrimidin-4-yl]pyridine-3-carbonitrile NC1=NC(=C2C(=N1)N(N=C2)CC2=CC(=C(C=C2)[N+](=O)[O-])C)C=2C=C(C=NC2)C#N